CC1=C(C=CC(=C1)C)C(CNC(=O)C1=C(N=NC=C1)OC1=CC(=CC=C1)C(F)(F)F)(F)F N-[2-(2,4-dimethylphenyl)-2,2-difluoro-ethyl]-3-[3-(trifluoromethyl)phenoxy]pyridazine-4-carboxamide